C1(CC1)C1=C(C(=NO1)C1=C(C=CC=C1F)C1CC1)CO[C@H]1[C@@H]2C(N([C@H](C1)C2)CC2=CC=C(C=C2)OC)=O (1S,4R,5R)-5-[[5-cyclopropyl-3-(2-cyclopropyl-6-fluorophenyl)-1,2-oxazol-4-yl]methoxy]-2-[(4-methoxyphenyl)methyl]-2-azabicyclo[2.2.1]heptan-3-one